C1(CCCC1)OC1=NC(=CC=C1)\C=C\OCC 2-(cyclopentyloxy)-6-[(1E)-2-ethoxyethenyl]pyridine